1-phenyl-3-(1-methyl-1-phenyl-ethyl)indene C1(=CC=CC=C1)C1C=C(C2=CC=CC=C12)C(C)(C1=CC=CC=C1)C